5-chloro-N-((1r,4r)-4-((1-(2-chloro-5-fluorophenyl)-2-oxo-1H-imidazo[4,5-b]pyridin-3(2H)-yl)methyl)cyclohexyl)-2-(trifluoro-methyl)nicotinamide ClC=1C=NC(=C(C(=O)NC2CCC(CC2)CN2C(N(C=3C2=NC=CC3)C3=C(C=CC(=C3)F)Cl)=O)C1)C(F)(F)F